C1(CC1)CNC(C=1C=C(C=CC1)NC(=O)C=1N(N=C(C1)C)C1=CC(=CC=C1)C#N)C1=CC=CC=C1 2-(3-cyano-phenyl)-5-methyl-2H-pyrazole-3-carboxylic acid {3-[(cyclopropylmethyl-amino)-phenyl-methyl]-phenyl}-amide